C(C)OC(=O)NC(N(CCOC(C)C)C1=C(N(C=C1)CCO)C(=O)OCC)=S ethyl 3-(3-(ethoxycarbonyl)-1-(2-isopropoxyethyl) thioureido)-1-(2-hydroxyethyl)-1H-pyrrole-2-carboxylate